FC1CCN(CC1)S(=O)(=O)C=1C=C(C=CC1)NC(C1=C(N=CC=C1)N1CCC2(CC2)CC1)=O N-(3-((4-fluoropiperidin-1-yl)sulfonyl)phenyl)-2-(6-azaspiro[2.5]octan-6-yl)nicotinamide